CCCCC/C=C/CCCCCCCC/C=C/CCC(=O)O 14-EicosaDienoic Acid